2-[4-(1H-Pyrazol-3-yl)benzoyl]-cyclohexanecarboxylic acid N1N=C(C=C1)C1=CC=C(C(=O)C2C(CCCC2)C(=O)O)C=C1